COC(S(=O)(=O)O)C(F)(F)F.C1(CCCCC1)C=1N=CC(=NC1)CN(C(=O)[C@@H]1N(CC1)C(=O)OC(C)(C)C)C1=CC(=CC=C1)F tert-butyl (R)-2-(((5-cyclohexylpyrazin-2-yl)methyl)(3-fluorophenyl)carbamoyl)azetidine-1-carboxylate monomethoxy(tresylate)